4,4-difluorocyclohexyl-(methyl)-isopropyl-1H-pyrazole-5-carboxamide FC1(CCC(CC1)C=1C(=NN(C1C(=O)N)C(C)C)C)F